C(C)(C)(C)OC(=O)N(S(O)(=O)=O)[C@H]1[C@@H](CC2=CC=CC(=C12)F)N1CCCC1 (tert-Butoxycarbonyl)((1R,2R)-7-fluoro-2-(pyrrolidin-1-yl)-2,3-dihydro-1H-inden-1-yl)sulfamic acid